6-(3,6-dihydro-2H-pyran-4-yl)-8-methyl-4-((1-(3-(trifluoromethyl)phenyl)ethyl)amino)pyrido[2,3-d]pyrimidin-7(8H)-one O1CCC(=CC1)C1=CC2=C(N=CN=C2NC(C)C2=CC(=CC=C2)C(F)(F)F)N(C1=O)C